N-{[4-(butan-2-yl)-3-fluorophenyl](phenyl)methyl}-4-fluoro-1-[2-(1H-1,2,3-triazol-5-yl)acetyl]pyrrolidine-2-carboxamide CC(CC)C1=C(C=C(C=C1)C(NC(=O)C1N(CC(C1)F)C(CC1=CN=NN1)=O)C1=CC=CC=C1)F